1-(4-(epoxypropane-3-oxy)phenyl)-1H-1,2,3-triazole CC1C(O1)OC1=CC=C(C=C1)N1N=NC=C1